BrC1=CN(C=2N=C(N=CC21)Cl)[C@H]2[C@@H]([C@@H]([C@H](C2)C2CCN(CC2)C)O)O (1R,2S,3R,5R)-3-(5-bromo-2-chloro-7H-pyrrolo[2,3-d]pyrimidin-7-yl)-5-(1-methylpiperidin-4-yl)cyclopentane-1,2-diol